2-Ethyl-6-(4,4,5,5-tetramethyl-1,3,2-dioxaborolan-2-yl)indazole C(C)N1N=C2C=C(C=CC2=C1)B1OC(C(O1)(C)C)(C)C